1-Decyl-2-propylpyrrolidinium methansulfonat CS(=O)(=O)[O-].C(CCCCCCCCC)[NH+]1C(CCC1)CCC